1,4-bis-(diphenylphosphino)butane C1(=CC=CC=C1)P(CCCCP(C1=CC=CC=C1)C1=CC=CC=C1)C1=CC=CC=C1